C(C)(C)[Si](OC(=O)C1C2CC(C(C1)C2)[Si](OCC)(C)C)(C(C)C)C(C)C 2-triisopropylsiloxycarbonyl-5-dimethylethoxysilylnorbornane